C(CC)SC1=CC=C(C#N)C=C1 4-(propylthio)benzonitrile